C(CCC)[C@H]1N(S(C2=C(N(C1)C1=CC=CC=C1)C=C(C(=C2)OC)N(C)C)(=O)=O)CC2=CC=C(C=C2)OC (R)-3-butyl-7-(dimethylamino)-8-methoxy-2-(4-methoxybenzyl)-5-phenyl-2,3,4,5-tetrahydro-1,2,5-benzothiadiazepine 1,1-dioxide